N-(4-((7-Chloro-1,6-naphthyridin-4-yl)oxy)-3-fluorophenyl)-N-(4-fluorophenyl)cyclopropane-1,1-Dicarboxamide ClC1=NC=C2C(=CC=NC2=C1)OC1=C(C=C(C=C1)N(C(=O)C1(CC1)C(=O)N)C1=CC=C(C=C1)F)F